2-[2-(2-Chloro-3-methyl-4-pyridinyl)ethynyl]-1-methyl-5-(3-pyridinyl)imidazole-4-carbonitrile ClC1=NC=CC(=C1C)C#CC=1N(C(=C(N1)C#N)C=1C=NC=CC1)C